tert-butyl-5-(benzyloxy)-3-methyleneazepane C(C)(C)(C)N1CC(CC(CC1)OCC1=CC=CC=C1)=C